(R)-3-(benzyloxy)-5-hydroxy-4-(4-((1-methyl-2-oxopyrrolidin-3-yl)amino)isoindoline-2-carbonyl)benzonitrile C(C1=CC=CC=C1)OC=1C=C(C#N)C=C(C1C(=O)N1CC2=CC=CC(=C2C1)N[C@H]1C(N(CC1)C)=O)O